2-((tetrahydro-2H-pyran-4-yl)methyl)-6-((6-(trifluoromethyl)-2,3-dihydropyridin-3-yl)sulfonyl)-2,6-diazaspiro[3.3]heptane O1CCC(CC1)CN1CC2(C1)CN(C2)S(=O)(=O)C2CN=C(C=C2)C(F)(F)F